FC1=C(C(=CC=C1F)OC)CO (2,3-difluoro-6-methoxyphenyl)methanol